C(C)(C)(C)OC(=O)N1[C@H](C[C@H](C1)OC1=NC=C(N=C1)Cl)C (2S,4r)-4-(5-chloropyrazin-2-yl)oxy-2-methyl-pyrrolidine-1-carboxylic acid tert-butyl ester